ClC1=CC(=C(C=N1)COC1=CC=CC(=N1)C1=CC(=C(C=C1F)CC=1N(C2=C(N1)C=CC(=C2)C(=O)OC)C2COCC2(C)C)F)F Methyl 2-[[4-[6-[(6-chloro-4-fluoro-3-pyridyl)methoxy]-2-pyridyl]-2,5-difluoro-phenyl]methyl]-3-(4,4-dimethyltetrahydrofuran-3-yl)benzimidazole-5-carboxylate